C1(C=CC2=CC=C3C(=C12)C=CC=C3)=O benzindenone